ClN1NC=NC(=C1)C1=CC=CC=C1 4-chloro-6-phenyl-1,3,4-triazine